NC1=C(C=C(C=C1)[C@]12CCN(C[C@@H]2C1(F)F)C(=O)OC(C)(C)C)C tert-butyl (1R,6R)-6-(4-amino-3-methylphenyl)-7,7-difluoro-3-azabicyclo[4.1.0]heptane-3-carboxylate